CC=1C=NC=2N(C1)N=CC2C(=O)OCC 1-Ethyl 6-methylpyrazolo[1,5-a]pyrimidine-3-carboxylate